4-(4-((1R,5S)-3,8-diazabicyclo[3.2.1]octan-8-yl)-2-((E)-4-(dimethylamino)styryl)quinazolin-7-yl)naphthalen-2-ol [C@H]12CNC[C@H](CC1)N2C2=NC(=NC1=CC(=CC=C21)C2=CC(=CC1=CC=CC=C21)O)\C=C\C2=CC=C(C=C2)N(C)C